C(C=C)(=O)N1C[C@@H](N(CC1)C1=NC(N2C3=C(C(=C(C=C13)Cl)C1=C(C=C(C=C1)F)F)SC[C@H]2CN2CCN(CC2)CC)=O)C (3R)-7-((S)-4-acryloyl-2-methylpiperazin-1-yl)-9-chloro-10-(2,4-difluorophenyl)-3-((4-ethylpiperazin-1-yl)methyl)-2H-[1,4]thiazino[2,3,4-ij]quinazolin-5(3H)-one